(6-(4-(3-(((tert-butyldimethylsilyl)oxy)methyl)cyclobutyl)phenyl)-4,7-dichloro-2H-indazol-2-yl)-2-((R)-6-fluoro-6,7-dihydro-5H-pyrrolo[1,2-c]imidazol-1-yl)-N-(thiazol-2-yl)acetamide [Si](C)(C)(C(C)(C)C)OCC1CC(C1)C1=CC=C(C=C1)C=1C=C(C2=CN(N=C2C1Cl)C(C(=O)NC=1SC=CN1)C1=C2N(C=N1)C[C@@H](C2)F)Cl